[As+3].[Al+3].[In+3] indium aluminum arsenic (Iii)